7-(6-Methoxypyridin-3-yl)-3-methyl-8-(1-methyl-1H-indazol-5-yl)-1-(tetrahydro-2H-pyran-4-yl)-3,6-dihydroimidazo[4,5-d]pyrrolo[2,3-b]pyridin-2(1H)-on COC1=CC=C(C=N1)C1=C(C=2C(=NC=C3C2N(C(N3C)=O)C3CCOCC3)N1)C=1C=C3C=NN(C3=CC1)C